N-(5-(3'-Methyl-2'-oxo-2',3'-dihydrospiro[cyclobutane-1,1'-pyrrolo[2,3-c]quinolin]-8'-yl)-2-(3-(piperidin-1-yl)propoxy)pyridin-3-yl)pyridine-3-sulfonamide CN1C(C2(C3=C1C=NC=1C=CC(=CC31)C=3C=C(C(=NC3)OCCCN3CCCCC3)NS(=O)(=O)C=3C=NC=CC3)CCC2)=O